4-(3,5-difluorophenyl)-N-[(4S)-3,4-dihydro-2H-1-benzopyran-4-yl]-7-(prop-1-en-2-yl)thieno[3,2-d]pyrimidine-6-carboxamide FC=1C=C(C=C(C1)F)C=1C2=C(N=CN1)C(=C(S2)C(=O)N[C@H]2CCOC1=C2C=CC=C1)C(=C)C